N-[(9R,10E,13S)-9-methyl-8-oxo-3-{[2-(trimethylsilyl)ethoxy]Methyl}-3,4,7,15-tetraazatricyclo[12.3.1.02,6]Octadecan-1(18),2(6),4,10,14,16-hexaen-13-yl]Carbamic acid benzyl ester C(C1=CC=CC=C1)OC(N[C@H]1C/C=C/[C@H](C(NC=2C=NN(C2C=2C=CN=C1C2)COCC[Si](C)(C)C)=O)C)=O